N-[(2-methyl-3-pyridinyl)methyl]pyridine-3-carboxamide CC1=NC=CC=C1CNC(=O)C=1C=NC=CC1